Dimethyl 1-(4-chlorobenzoyl)-7-methylpyrrolo[1,2-a]quinoline-2,3-dicarboxylate ClC1=CC=C(C(=O)C2=C(C(=C3N2C2=CC=C(C=C2C=C3)C)C(=O)OC)C(=O)OC)C=C1